tert-Butyl (4S,6S)-4-(3-chloro-6-(5-cyanopicolinamido)pyridin-2-yl)-4-methyl-6-(trifluoromethyl)-5,6-dihydro-4H-1,3-oxazin-2-ylcarbamate ClC=1C(=NC(=CC1)NC(C1=NC=C(C=C1)C#N)=O)[C@]1(N=C(O[C@@H](C1)C(F)(F)F)NC(OC(C)(C)C)=O)C